NC=1C=2N(C3=CC(=C(C=C3N1)F)C(=O)N1C[C@@H](OCC1)C1=CC=C(C=C1)C(F)(F)F)C=NC2 (S)-(4-amino-7-fluoroimidazo[1,5-a]quinoxalin-8-yl)(2-(4-(trifluoromethyl)phenyl)morpholinyl)methanone